(6R)-4,5,6,7-tetrahydro-N6-propyl-2,6-benzothiazolediamine dihydrochloride monohydrate O.Cl.Cl.C(CC)N[C@H]1CC2=C(N=C(S2)N)CC1